COS(=O)(=O)O.CN1C(C=C(C=C1)C=CC1=CC=C(C=C1)C=O)C N-methyl-4-(p-formylstyryl)picoline methyl-sulfate